C(C(=C)C)(=O)OCCCCC(CCCCCCCCCCCC)C(C)C 5-isopropylheptadecyl methacrylate